[Cl-].[Cl-].ClC1=CC=C(C=C1)C(=[Zr+2](C1=C(C=CC=2C3=CC=C(C=C3CC12)C(C)(C)C)C(C)(C)C)C1C=CC=C1)C1=CC=C(C=C1)Cl Bis(p-chlorophenyl)methylene(cyclopentadienyl)(2,7-di-t-butylfluorenyl)zirconium dichloride